FC=1C(=C(C=C(C1)C(C)OC)[C@H](C(=O)O)N1C[C@@H](CC1)OCCCCCC1=NC=2NCCCC2C(=C1)OC)OC (2R)-2-(3-fluoro-2-methoxy-5-(1-methoxyethyl)phenyl)-2-((R)-3-((5-(4-methoxy-5,6,7,8-tetrahydro-1,8-naphthyridin-2-yl)pentyl)oxy)pyrrolidin-1-yl)acetic acid